4-(2,4-Difluorophenyl)-N-(4-(2-(methylcarbamoyl)pyridin-4-yloxy)phenyl)picolinamide FC1=C(C=CC(=C1)F)C1=CC(=NC=C1)C(=O)NC1=CC=C(C=C1)OC1=CC(=NC=C1)C(NC)=O